[Mo].C(C)C1=C(C=CC=C1)CC diethyl-benzene molybdenum